Allyl 4-(aminosulfonyl)benzoate NS(=O)(=O)C1=CC=C(C(=O)OCC=C)C=C1